2-((4-methyl-2-nitro-5-((1-(7-vinylquinolin-5-yl)cyclopropyl)carbamoyl)phenoxy)methyl)azetidine-1-carboxylate CC1=CC(=C(OCC2N(CC2)C(=O)[O-])C=C1C(NC1(CC1)C1=C2C=CC=NC2=CC(=C1)C=C)=O)[N+](=O)[O-]